1-(5-((1-methylazepan-4-yl)methyl)benzo[d]isoxazol-3-yl)dihydropyrimidine-2,4(1H,3H)-dione CN1CCC(CCC1)CC=1C=CC2=C(C(=NO2)N2C(NC(CC2)=O)=O)C1